OC(C)(C)C=1N=CC(=NC1)N1C(O[C@]2(C1)C[C@@](C(CC2)=O)(C)CN2C=NC1=C2C=C(C=C1)C#N)=O (((5S,7S)-3-(5-(2-hydroxypropan-2-yl)pyrazin-2-yl)-7-methyl-2,8-dioxo-1-oxa-3-azaspiro[4.5]decan-7-yl)methyl)-1H-benzo[d]imidazole-6-carbonitrile